C(C)OC(=O)C1=C(N=C(S1)NC1=NC(=CC(=N1)CC(NCC1CCCCC1)=O)NCC1=CC=C(C=C1)S(N)(=O)=O)C 2-[[4-[(cyclohexylmethyl-carbamoyl)methyl]-6-(4-sulfamoylbenzylamino)-2-pyrimidinyl]amino]-4-methyl-5-thiazolecarboxylic acid ethyl ester